1-[2-(2-oxoimidazolidin-1-yl)pyrimidin-5-yl]Urea O=C1N(CCN1)C1=NC=C(C=N1)NC(=O)N